ethyl propyl ether cobalt [Co].C(CC)OCC